COC=1C=C(C=C(C1)OC)C1(CCCCC=2N=C3N(C=C(C=C3)C=3C=NC(=NC3)N3CCOCC3)C21)O 10-(3,5-dimethoxyphenyl)-2-(2-morpholinopyrimidin-5-yl)-7,8,9,10-tetrahydro-6H-cyclohepta[4,5]imidazo[1,2-a]pyridin-10-ol